2-((4-fluoro-1H-pyrazol-3-yl)methyl)-4-methyl-6-(thiazol-4-ylmethyl)-4,6-dihydro-5H-thiazolo[5',4':4,5]pyrrolo[2,3-d]pyridazin-5-one FC=1C(=NNC1)CC=1SC2=C(N(C=3C(N(N=CC32)CC=3N=CSC3)=O)C)N1